5-(4-(Tert-butyl)pyridin-2-yl)-7,7,10,10-tetramethyl-7,8,9,10-tetrahydro-5H-benzo[b]carbazol-3-ol C(C)(C)(C)C1=CC(=NC=C1)N1C2=CC(=CC=C2C=2C=C3C(=CC12)C(CCC3(C)C)(C)C)O